CC1=NC=C(C=C1NC(=O)C=1N=NN2C1C=CC(=C2)C=2C=NN(C2)C)NC(CN2CCC1(OCCC1)C2)=O N-[2-methyl-5-[[2-(4-oxa-8-azaspiro[4.4]nonan-8-yl)acetyl]amino]-3-pyridyl]-6-(1-methylpyrazol-4-yl)triazolo[1,5-a]pyridine-3-carboxamide